1-(3-((17-azido-3,6,9,12,15-pentaoxaheptadecyl)oxy)phenyl)ethan-1-one N(=[N+]=[N-])CCOCCOCCOCCOCCOCCOC=1C=C(C=CC1)C(C)=O